C(C)(C)(C)OC(=O)N1[C@@H](CCCC1)C(=O)NNC(=O)[C@H]1N2C(N([C@H](CC1)C2)OS(=O)(=O)O)=O.C(CCC)[N+](CCCC)(CCCC)CCCC tetrabutylammonium tert-butyl-(2S)-2-[(2-{[(2S,5R)-7-oxo-6-(sulfooxy)-1,6-diazabicyclo[3.2.1]oct-2-yl]carbonyl}hydrazinyl)carbonyl]piperidine-1-carboxylate